N-[4-chloro-5-(2-morpholin-4-ylpyrimidin-5-yl)-2-[rac-(3R)-3,4-dimethylpiperazin-1-yl]phenyl]-6-oxo-4-(trifluoromethyl)-1H-pyridine-3-carboxamide ClC1=CC(=C(C=C1C=1C=NC(=NC1)N1CCOCC1)NC(=O)C1=CNC(C=C1C(F)(F)F)=O)N1C[C@H](N(CC1)C)C |r|